OCCCCOC1=CC=C(C(=O)C2=CC=C(C=C2)/C=C/C(=O)C2=CC=CC=C2)C=C1 (E)-3-[4-[4-(4-Hydroxybutoxy)benzoyl]phenyl]-1-phenylprop-2-en-1-one